S(=O)(=O)(O)[O-].CN1C=[N+](C=C1)CCCS(=O)(=O)O 1-methyl-3-(3-sulfopropyl)-imidazolium hydrogen sulphate